3-Cyclohexylaminopropanesulfonic acid C1(CCCCC1)NCCCS(=O)(=O)O